N-(1-methylhexyl)iminodisulfonic acid disodium salt [Na+].[Na+].CC(CCCCC)N(S(=O)(=O)[O-])S(=O)(=O)[O-]